5-(azetidin-1-yl)-3-(4-fluorophenyl)isoxazole-4-carboxylic acid N1(CCC1)C1=C(C(=NO1)C1=CC=C(C=C1)F)C(=O)O